((2-(2,6-dioxopiperidin-3-yl)-1,3-dioxoisoindolin-4-yl)methyl)-3-hydrazinylbenzamide O=C1NC(CCC1N1C(C2=CC=CC(=C2C1=O)CC1=C(C(=O)N)C=CC=C1NN)=O)=O